cyclohexanecarboxylic acid {[5-hydroxymethyl-2-(3-methyl-2-nitro-3H-imidazol-4-yl-methoxy)-phenylcarbamoyl]-methyl} amide OCC=1C=CC(=C(C1)NC(=O)CNC(=O)C1CCCCC1)OCC=1N(C(=NC1)[N+](=O)[O-])C